BrC1=C(C=CC2=C1C=C(O2)C(=O)O)NC2CCN(CC2)C(C2=C(C(=CC=C2)Cl)Cl)=O 4-bromo-5-[1-(2,3-dichloro-benzoyl)-piperidin-4-ylamino]-benzofuran-2-carboxylic acid